methyl 5-bromo-2-(3-(dimethylamino) propoxy)-3-nitrobenzoate BrC=1C=C(C(=C(C(=O)OC)C1)OCCCN(C)C)[N+](=O)[O-]